C(C=C)OC(=O)C1=CC2=C(S1)C=CC(=C2)CP(=O)(OC2=CC=CC=C2)N[C@H](C(OCCC)=O)C.C(C)(C)C2=C(N)C(=C(C=C2C2=C(C=CC=C2)OC)C2=C(C=CC=C2)OC)C(C)C 2,6-diisopropyl-3,5-bis(2-methoxyphenyl)aniline allyl-5-(((((S)-1-oxo-1-propoxypropan-2-yl)amino)(phenoxy)phosphoryl)methyl)benzo[b]thiophene-2-carboxylate